tert-butyl-2-((1S,2R,3R,6S,8S)-2-(aminomethyl)tricyclo[4.2.1.03,8]nonan-2-yl)acetate C(C)(C)(C)OC(C[C@@]1([C@@H]2[C@H]3C[C@H](CC[C@@H]13)C2)CN)=O